2-(eicosa-2-yn-1-yloxy)tetrahydro-2H-pyran Yttrium [Y].C(C#CCCCCCCCCCCCCCCCCC)OC1OCCCC1